CC([C@H](CO)SSC1=NC=CC=C1)C (2R)-3-methyl-2-(pyridin-2-yldisulfanyl)butan-1-ol